COC(C1=CC=C(C=C1)CN(C(=O)OC1=CC=C(C=C1)[N+](=O)[O-])C1=CC(=CC=C1)OC)=O.COC=1C=C(C=CC1)N(C(=O)N1CCOCC1)CC1=CC=C(C(=O)OC)C=C1 methyl 4-((N-(3-methoxyphenyl)morpholine-4-carboxamido)methyl)benzoate Methyl-4-(((3-methoxyphenyl)((4-nitrophenoxy)carbonyl)amino)methyl)benzoate